2-chloro-7-methyl-9-[1-[4-[1-methyl-4-(trifluoromethyl)imidazol-2-yl]phenyl]cyclopropyl]purin-8-imine ClC1=NC=C2N(C(N(C2=N1)C1(CC1)C1=CC=C(C=C1)C=1N(C=C(N1)C(F)(F)F)C)=N)C